(4-bromophenyl)-3-chloro-7-((1,1-difluoro-4-azaspiro[2.3]hexan-4-yl)methyl)-1-methoxy-6-phenyl-5a,6,7,8-tetrahydro-8aH-cyclopenta[4,5]furo[3,2-c]pyridine-8,8a-diol BrC1=CC=C(C=C1)C=1C2=C(C(=NC1Cl)OC)C1(C(O2)C(C(C1O)CN1C2(CC2(F)F)CC1)C1=CC=CC=C1)O